C(C)NC(C)C1=NC=C(C(=C1F)C=1N=C(C=2N(C1)N=CN2)OCCOCC[C@H](CCC(F)(F)F)N)OC (3S)-1-(2-((6-(2-(1-(ethylamino)ethyl)-3-fluoro-5-methoxypyridin-4-yl)-[1,2,4]triazolo[1,5-a]pyrazin-8-yl)oxy)ethoxy)-6,6,6-trifluorohexan-3-amine